FC=1C=C(C2=CN(N=C2C1F)C1OCCCC1)C(=O)N(C)OC 6,7-difluoro-N-methoxy-N-methyl-2-(oxan-2-yl)indazole-4-carboxamide